C(CCCCCCCCC)SP(OCCCCCCCCCC)OCCCCCCCCCC tri(decyl)thiophosphite